FC1=C(C=CC=C1)CC=1N=C(C2=C(N1)N(C=C2)C)N [(2-fluorophenyl)methyl]-7-methyl-7H-pyrrolo[2,3-d]pyrimidin-4-amine